COC(C1=NC=2NCCCC2C=C1CNC[C@@H]1OCCC1)OC (R)-1-(2-(dimethoxymethyl)-5,6,7,8-tetrahydro-1,8-naphthyridin-3-yl)-N-((tetrahydrofuran-2-yl)methyl)methylamine